NC1=NC=C(C=C1C#N)Br 2-amino-5-bromopyridine-3-carbonitrile